C(C1=CC=CC=C1)ON1C(C2(C1)N(C(CC2)C=O)C(=O)OC(C)(C)C)=O Tert-Butyl 2-(benzyloxy)-6-formyl-1-oxo-2,5-diazaspiro[3.4]octane-5-carboxylate